FC(S(=O)(=O)[O-])(F)F.FC([S+]1C2=C(C3=C1C=CC=C3)C=CC=C2)(F)F 5-(trifluoromethyl)-5H-dibenzo[b,d]thiophen-5-ium trifluoromethanesulfonate